5-(2-ethylthiopropyl)-4-methoxycarbonyl-3-propionyloxy-2-cyclohexen-1-one C(C)SC(CC1C(C(=CC(C1)=O)OC(CC)=O)C(=O)OC)C